(S)-N-(2-chloro-6-fluorophenyl)-5-fluoro-4-(5-(2-hydroxypropan-2-yl)pyrazin-2-yl)-2-((1,1,1-trifluoropropan-2-yl)oxy)benzamide ClC1=C(C(=CC=C1)F)NC(C1=C(C=C(C(=C1)F)C1=NC=C(N=C1)C(C)(C)O)O[C@H](C(F)(F)F)C)=O